CNC(=O)C1(CNC2=CC=CC=C12)C N,3-dimethylindoline-3-carboxamide